N1CCC(CC1)S(=O)(=O)N1CCN(CC1)C1=NC=CC(=C1)C(F)(F)F 1-(piperidin-4-ylsulfonyl)-4-(4-(trifluoromethyl)pyridin-2-yl)piperazine